4-((4-(4-chloro-5-methyl-1H-pyrazol-1-yl)phenyl)amino)-1-(2,6-dichlorophenyl)-1H-pyrazole-3-carboxamide ClC=1C=NN(C1C)C1=CC=C(C=C1)NC=1C(=NN(C1)C1=C(C=CC=C1Cl)Cl)C(=O)N